O=C1NC(CCC1N1C(C2=C3C(C(=CC=C13)C(=O)C=1C=NN(C1)C1(CCN(CC1)C(=O)OC(C)(C)C)C)=CC=C2)=O)=O tert-Butyl 4-(4-(1-(2,6-Dioxopiperidin-3-yl)-2-oxo-1,2-dihydrobenzo[cd]indole-6-carbonyl)-1H-pyrazol-1-yl)-4-methylpiperidine-1-carboxylate